CN1CC(OCC1)CN1C2=C(OCC1=O)C(=CC(=C2)C(=O)N[C@H](C)C=2C=NC(=NC2)C(F)(F)F)C=2SC(=CN2)C 4-((4-methylmorpholin-2-yl)methyl)-8-(5-methylthiazol-2-yl)-3-oxo-N-((R)-1-(2-(trifluoromethyl)pyrimidin-5-yl)ethyl)-3,4-dihydro-2H-benzo[b][1,4]oxazine-6-carboxamide